N-hexadecyl-1,4-butanediamine C(CCCCCCCCCCCCCCC)NCCCCN